FC1(CCC(CC1)[C@@H](C(NC1=NC=CC(=C1)CN1C(N[C@@H](C1)C(F)(F)F)=O)=O)NC(=O)C=1C(=NOC1)CC)F N-((S)-1-(4,4-Difluorocyclohexyl)-2-oxo-2-((4-(((S)-2-oxo-4-(trifluoromethyl)-imidazolidin-1-yl)methyl)pyridin-2-yl)amino)ethyl)-3-ethylisoxazole-4-carboxamide